Glycerol Carbonate Methacrylate CC(=C)C(=O)OCC1OC(=O)OC1